5-((5-Chloro-2-((2R,6S)-2,6-dimethylmorpholino)pyrimidin-4-yl)amino)-3-(3-hydroxy-3-methylbutyl)-1-methyl-1,3-dihydro-2H-benzo[d]imidazol-2-one ClC=1C(=NC(=NC1)N1C[C@H](O[C@H](C1)C)C)NC1=CC2=C(N(C(N2CCC(C)(C)O)=O)C)C=C1